C(C=C)(=O)N1C[C@H](CCC1)C1=NC(=NO1)C=1C=CC(=NC1)NC(C1=NC(=CC=C1)C1=CC=NN1)=O (S)-N-(5-(5-(1-acryloylpiperidin-3-yl)-1,2,4-oxadiazol-3-yl)pyridin-2-yl)-6-(1H-pyrazol-5-yl)picolinamide